C(CCCCCCC(=O)O)CCCCCCO omega-hydroxymyristic acid